N1(C=NC=C1)C1=CC(=NC=C1)C(=O)NC1CN(C(CC1)=O)C 4-(1H-imidazol-1-yl)-N-(1-methyl-6-oxopiperidin-3-yl)picolinamide